C(CCC)C1=CC=C(C=C1)C#CC1=NC=C(N=C1)N=C=S 2-[2-(4-Butylphenyl)ethynyl]-5-isothiocyanato-pyrazine